NC1CC(CCC1)NC1=C(N=NC(=C1)NC1=NC=C(N=C1)C#N)C(=O)NC 4-(3-aminocyclohexylamino)-6-(5-cyanopyrazin-2-ylamino)-N-methylpyridazine-3-carboxamide